1-bromo-4-(5-bromopentyl)benzene BrC1=CC=C(C=C1)CCCCCBr